1-phenyl-5-methyl-2(1H)-pyridone C1(=CC=CC=C1)N1C(C=CC(=C1)C)=O